di-tert-butyl (4-(hydroxymethyl)pyridine-2,6-diyl)bis((tert-butoxycarbonyl)carbamate) OCC1=CC(=NC(=C1)N(C(OC(C)(C)C)=O)C(=O)OC(C)(C)C)N(C(OC(C)(C)C)=O)C(=O)OC(C)(C)C